1-fluoro-cyclopropanecarboxamide FC1(CC1)C(=O)N